C1(CC1)OC=1C=C(C(=O)O)C=CC1N(C(CN(S(=O)(=O)C1=C(C(=C(C(=C1F)F)F)F)F)CC1=C(C=CC=C1)C(F)(F)F)=O)CC1=NC=CC=C1 3-cyclopropoxy-4-(2-(N-(2-(trifluoromethyl)benzyl)-(2,3,4,5,6-pentafluoro-phenyl)sulfonamido)-N-(pyridin-2-ylmethyl)acetamido)benzoic acid